C(C)N(C=NS(=O)(=O)C1=CC=C(C)C=C1)CC N,N-diethyl-N'-tosyl-formamidine